p-tertiary butyl-phenoxycyclohexanol C(C)(C)(C)C1CCC(CC1)(O)OC1=CC=CC=C1